FC1=C(C=CC(=C1)C(F)(F)F)NC(=O)C1C(C(CCC1)C1=CC=C(C=C1)B1OC(C(O1)(C)C)(C)C)C(=O)O 2-((2-fluoro-4-(trifluoromethyl)phenyl)carbamoyl)-6-(4-(4,4,5,5-tetramethyl-1,3,2-dioxaborolan-2-yl)phenyl)cyclohexane-1-carboxylic acid